C(C)(C)(C)P(C=1NC=CC1)C(C)(C)C 2-(di-t-butylphosphino)pyrrole